N1=CC=C2COCC(N21)C#N 4H,6H,7H-pyrazolo[3,2-c][1,4]Oxazine-7-carbonitrile